C(#N)C1=CC(=C(COC2=CC(=NC=C2)C2CCN(CC2)[C@@H](C)C2=NC3=C(N2C[C@H]2OCC2)C=C(C=C3)C(=O)O)C=C1)F 2-((S)-1-(4-(4-((4-cyano-2-fluorobenzyl)oxy)pyridine-2-yl)piperidin-1-yl)ethyl)-1-(((S)-oxetan-2-yl)methyl)-1H-benzo[d]imidazole-6-carboxylic acid